oxa-2,4,8-triazaspiro[4.5]dec-3-en-8-carboxylate O1NC=NC12CCN(CC2)C(=O)[O-]